ONC(\C=C/C(=O)N)=O N-hydroxymaleamide